isopropyl 2-((4-((2-(dimethylamino)ethyl) (methyl)amino)-2-methoxy-5-nitrophenyl)amino)-4-(spiro(cyclobutane-1,3'-pyrrolo[3,2-b]pyridin)-1'(2'H)-yl)pyrimidine-5-carboxylate CN(CCN(C1=CC(=C(C=C1[N+](=O)[O-])NC1=NC=C(C(=N1)N1CC2(C3=NC=CC=C31)CCC2)C(=O)OC(C)C)OC)C)C